CC(C)(C)[S@@](=O)N=CC1(CCCC1)C (R)-2-methyl-N-((1-methylcyclopentyl)methylene)propane-2-sulfinamide